CN(C(C=C)=O)CCCNC=1C=CC=2N=CN=C(C2N1)NC1=CC(=C(C=C1)OC1=CC2=C(N(C=N2)C)C=C1)C N-Methyl-N-(3-((4-((3-methyl-4-((1-methyl-1H-benzo[d]imidazol-5-yl)oxy)phenyl)amino)pyrido[3,2-d]pyrimidin-6-yl)amino)propyl)acrylamide